N1=CN=CC(=C1)C(=O)N PYRIMIDIN-5-CARBOXAMIDE